ClC=1C=CC=C2C=CC=C(C12)C1=C(C=2N=C(N=C(C2C=N1)N([C@H]1CN(CCC1)C(=O)OC(C)(C)C)C)OC[C@]12CCCN2C[C@@H](C1)F)F (R)-tert-butyl 3-((7-(8-chloronaphthalen-1-yl)-8-fluoro-2-(((2R,7aS)-2-fluorohexahydro-1H-pyrrolizin-7a-yl)methoxy)pyrido[4,3-d]pyrimidin-4-yl)(methyl)amino)piperidine-1-carboxylate